Sodium [3-(4-bromophenyl)-1,2,4-oxadiazol-5-yl]methanesulfonate BrC1=CC=C(C=C1)C1=NOC(=N1)CS(=O)(=O)[O-].[Na+]